N1CC(C1)C1=CC(=C(C=N1)CN1CCC(CC1)C(=O)OC)C methyl 1-((6-(azetidin-3-yl)-4-methylpyridin-3-yl)methyl)piperidine-4-carboxylate